The molecule is the N-(3-aminopropyl) derivative of 4-aminobutanal. It is a primary aliphatic amine, a secondary aliphatic amine and an alpha-CH2-containing aldehyde. It is a conjugate base of a N-(3-ammoniopropyl)-4-ammoniobutanal. C(CC=O)CNCCCN